CC(CC(C)=O)(C)OC(CCS)=O.N(CCO)(CCO)CCO.C(CCCCCCCCCCC)OP(=O)(O)O monododecylphosphate-triethanolamine 1,1-dimethyl-3-oxobutyl-3-mercaptopropionate